7-methoxy-1-tosyl-1H-pyrrolo[2,3-c]pyridin-4-ol COC1=NC=C(C2=C1N(C=C2)S(=O)(=O)C2=CC=C(C)C=C2)O